(R)-tert-butyl 8-methyl-3-(3-methyl-1,2,4-thiadiazol-5-yl)-5,6-dihydro-[1,2,4]triazolo[4,3-a]pyrazine-7(8H)-carboxylate C[C@@H]1C=2N(CCN1C(=O)OC(C)(C)C)C(=NN2)C2=NC(=NS2)C